ClC=1C=C(C=CC1)[C@H](CS(=O)(=O)C)N (R)-1-(3-chlorophenyl)-2-(methylsulfonyl)ethan-1-amine